C1(CCC1)C1=CN=C(S1)NC1=CC(=NC(=N1)CC)NCCNC([C@H](C)N(C(C=C)=O)C)=O (2S)-N-[2-[[6-[(5-cyclobutylthiazol-2-yl)amino]-2-ethyl-pyrimidin-4-yl]amino]ethyl]-2-[methyl(prop-2-enoyl)amino]propanamide